[N+](=O)([O-])C1=CC=C2CCNC(C2=C1)=O 7-nitro-1,2,3,4-tetrahydroisoquinolin-1-one